CC1=CNC2=NC=C(C=C21)C=2C=C1CCN(CC1=C(C2)[C@H]2N(CCC2)C(=O)OC(C)(C)C)C(C2=CC(=NC=C2)C)=O (S)-tert-butyl 2-(6-(3-methyl-1H-pyrrolo[2,3-b]pyridin-5-yl)-2-(2-Methylisonicotinoyl)-1,2,3,4-tetrahydroisoquinolin-8-yl)pyrrolidine-1-carboxylate